FC1=CC=C(CO[C@H](C(=O)NC2=CC=C(C=C2)S(=O)(=O)Cl)CC2=CC=CC=C2)C=C1 (S)-4-(2-(4-fluorobenzyloxy)-3-phenylpropionamido)benzene-1-sulfonyl chloride